[1-(4-fluorophenyl)-8-methoxy-9-(2-methyltetrazol-5-yl)-5,6-dihydropyrrolo[2,1-a]isoquinolin-3-yl]-[(2S)-2-[(1S*)-1-hydroxypropyl]-2-methyl-pyrrolidin-1-yl]methanone FC1=CC=C(C=C1)C=1C=C(N2C1C1=CC(=C(C=C1CC2)OC)C=2N=NN(N2)C)C(=O)N2[C@](CCC2)(C)[C@H](CC)O |o1:36|